phenylethyleneglycol diacrylate C(C=C)(=O)OC(COC(C=C)=O)C1=CC=CC=C1